N[C@H](CC=1C=C2C(=NC(=NN2C1Br)Cl)NCC=1SC=CC1)CC1(CC1)F (R)-6-(2-amino-3-(1-fluorocyclopropyl)propyl)-7-bromo-2-chloro-N-(thiophen-2-ylmethyl)pyrrolo[2,1-f][1,2,4]triazin-4-amine